2-(2-(2-[18F]fluoroethoxy)ethoxy)ethyl azide [18F]CCOCCOCCN=[N+]=[N-]